FC1=C(C=CC(=C1)C(F)(F)F)CNN(C(=O)[C@H]1OCC1)C (2S)-N'-[[2-fluoro-4-(trifluoromethyl)phenyl]methyl]-N-methyl-oxetane-2-carbohydrazide